N(=C=S)C1CC1 isothiocyanocyclopropane